N1CC(C1)OC1=C(C=C(C=C1)NC(C1=CC(=CC=C1)F)=O)C=1C(=NOC1C)C N-(4-(azetidin-3-yloxy)-3-(3,5-dimethylisoxazol-4-yl)phenyl)-3-fluorobenzamide